ClC=1C=C(C=CC1)C1=C2N(C(=NC1=O)NC)C=CC(=C2)C(F)(F)F 4-(3-Chlorophenyl)-1-(methylamino)-6-(trifluoromethyl)-3H-pyrido[1,2-c]pyrimidin-3-one